ClC=1C=C(C=C2C=CC(NC12)=O)OC 8-Chloro-6-methoxyquinolin-2(1H)-one